N(=[N+]=[N-])CC1=C(C(=O)O)C=CC=C1 2-(1-azidomethyl)benzoic acid